3-chloro-4-[(3,5-difluoropyridin-2-yl)methoxy]-1-{5-[2-(2-hydroxypropan-2-yl)pyrimidin-4-yl]-2-methylthiophen-3-yl}-6-methylpyridin-2-one ClC=1C(N(C(=CC1OCC1=NC=C(C=C1F)F)C)C1=C(SC(=C1)C1=NC(=NC=C1)C(C)(C)O)C)=O